methyl hydrogen (5-((4-amino-6-(2-hydroxyethoxy)-1H-pyrazolo[3,4-d]pyrimidin-1-yl)methyl)-2-bromobenzyl)phosphonate NC1=C2C(=NC(=N1)OCCO)N(N=C2)CC=2C=CC(=C(CP(OC)(O)=O)C2)Br